C(C)N1CC(C(C1)(F)F)O 1-Ethyl-4,4-difluoro-pyrrolidin-3-ol